5-((2-bromo-5-isopropylpyridin-4-yl)oxy)-N4-cyclopropyl-pyrimidine-2,4-diamine BrC1=NC=C(C(=C1)OC=1C(=NC(=NC1)N)NC1CC1)C(C)C